1-(9Z-pentadecenoyl)-2-heneicosanoyl-glycero-3-phosphocholine CCCCCCCCCCCCCCCCCCCCC(=O)O[C@H](COC(=O)CCCCCCC/C=C\CCCCC)COP(=O)([O-])OCC[N+](C)(C)C